Rac-N-((3R,4S)-3-fluoro-1-methylpiperidin-4-yl)-2-(3-((2-(methoxy-d3)-4-(methylsulfonyl)phenyl)amino)prop-1-yn-1-yl)-1-(2,2,2-trifluoroethyl)-1H-indol-4-amine F[C@@H]1CN(CC[C@@H]1NC=1C=2C=C(N(C2C=CC1)CC(F)(F)F)C#CCNC1=C(C=C(C=C1)S(=O)(=O)C)OC([2H])([2H])[2H])C |r|